5-bromo-1-(tetrahydro-2H-pyran-2-yl)-1H-pyrazole-4-carbonitrile BrC1=C(C=NN1C1OCCCC1)C#N